3-(2-fluoro-5-(2-morpholino-2-oxoethoxy)phenyl)-3,4-dihydroquinazolin FC1=C(C=C(C=C1)OCC(=O)N1CCOCC1)N1C=NC2=CC=CC=C2C1